C1(CCC1)N1C(=NC2=C1C=C(C=C2)C(C)(C)O)NC(CC(C)(C([2H])([2H])[2H])C([2H])([2H])[2H])=O N-(1-cyclobutyl-6-(2-hydroxypropan-2-yl)-1H-benzo[d]imidazol-2-yl)-3,3-bis(methyl-d3)butanamide